C(C1=CC=CC=C1)OCC1(CCN(CC1)CC1=CC=C(C=C1)C1=NOC(=N1)C1=CC(=C(C=C1)C1=CC=CC=C1)Cl)C(=O)O 4-Benzyloxymethyl-1-{4-[5-(2-chlorobiphenyl-4-yl)-[1,2,4]-oxadiazol-3-yl]-benzyl}piperidine-4-carboxylic acid